FC=1C(=CC2=C(OC3(CC3)C(N2)=O)C1)C1=C(C(=C(C(=C1F)F)F)F)F 7-fluoro-6-(perfluorophenyl)spiro[benzo[b]-[1,4]oxazine-2,1'-cyclopropan]-3(4H)-one